FC1=CC(=C(OC=2N=NC(=C(C2C(=O)OC)C)C(F)(F)F)C=C1)C methyl 3-(4-fluoro-2-methyl-phenoxy)-5-methyl-6-(trifluoromethyl)pyridazine-4-carboxylate